(S)-N-(4-(4-amino-7-(1-(2-hydroxyethyl)-1H-pyrazol-4-yl)furo[3,2-c]pyridin-3-yl)-2-(1-(4-fluorophenyl)ethoxy)phenyl)-1,1-difluoromethane-sulfonamide NC1=NC=C(C2=C1C(=CO2)C2=CC(=C(C=C2)NS(=O)(=O)C(F)F)O[C@@H](C)C2=CC=C(C=C2)F)C=2C=NN(C2)CCO